4-(5-(4-Chloro-1-methyl-1H-pyrazol-5-yl)-5-hydroxyoctahydropentalen-2-yl)-N-(3-chloro-4-fluorophenyl)-1,2-dimethyl-1H-imidazole-5-carboxamide ClC=1C=NN(C1C1(CC2CC(CC2C1)C=1N=C(N(C1C(=O)NC1=CC(=C(C=C1)F)Cl)C)C)O)C